4-((1-(6-(4H-1,2,4-triazol-4-yl)-1H-indazol-4-yl)azetidin-3-yl)oxy)-N-(3-fluoro-4-(trifluoromethoxy)benzyl)butan-1-amine N=1N=CN(C1)C1=CC(=C2C=NNC2=C1)N1CC(C1)OCCCCNCC1=CC(=C(C=C1)OC(F)(F)F)F